6-methyl-2-(2-methyloxazol-4-yl)-N-(3-phenylpropyl)thieno[2,3-d]pyrimidin-4-amine CC1=CC2=C(N=C(N=C2NCCCC2=CC=CC=C2)C=2N=C(OC2)C)S1